N1-(2-((3,3-dimethylcyclopentyl)amino)phenyl)-N4,N4-dimethylbenzene-1,4-disulfonamide CC1(CC(CC1)NC1=C(C=CC=C1)NS(=O)(=O)C1=CC=C(C=C1)S(=O)(=O)N(C)C)C